7-methyl-4-phenethyl-1-thioxo-2,4-dihydro-[1,2,4]triazolo[4,3-a]quinazolin-5(1H)-one CC=1C=C2C(N(C=3N(C2=CC1)C(NN3)=S)CCC3=CC=CC=C3)=O